Br.BrCC(=O)C1=NC=CC(=C1)C 2-bromo-1-(4-methylpyridin-2-yl)ethan-1-one hydrogen bromide